ClC1=NC=CC=C1CC=1C(=NN(C1)CC1CC1)C#N 4-((2-chloropyridin-3-yl)methyl)-1-(cyclopropylmethyl)-1H-pyrazole-3-carbonitrile